C(C)(C)(C)OC(=O)N1CC2=C(C=CC=C2CC1)N 8-amino-3,4-dihydro-isoquinoline-2(1H)-carboxylic acid tert-butyl ester